C1(CC1)C(C(C)(C)O)N1C(C2=C(C=CC=C2C1)C1=CC=C(C=C1)C=1OC(=CN1)C)=O 2-(1-Cyclopropyl-2-hydroxy-2-methylpropyl)-7-(4-(5-methyloxazol-2-yl)phenyl)isoindolin-1-one